OC1=C(C=CC(=C1)C(F)(F)F)C1=NN=C(C(N1C)=O)N[C@H]1CNCCC1 (R)-3-(2-hydroxy-4-(trifluoromethyl)phenyl)-4-methyl-6-(piperidin-3-ylamino)-1,2,4-triazin-5(4H)-one